(3s,4r)-4-[(6-chloro-5-methyl-1,2,4-triazin-3-yl)amino]oxan-3-ol ClC1=C(N=C(N=N1)N[C@H]1[C@@H](COCC1)O)C